C\C(=C/COC(CCC)=O)\CCC=C(C)C butyric acid-(2E)-3,7-dimethyl-2,6-octadien-1-yl ester